N-(7-cyclopropyl-1-(prop-2-yn-1-yl)-1H-indazol-3-yl)-4-fluorobenzamide C1(CC1)C=1C=CC=C2C(=NN(C12)CC#C)NC(C1=CC=C(C=C1)F)=O